2-(5-fluoropyridin-2-yl)-6,6-dimethyl-3-(3-methyl-1H-pyrazolo[3,4-b]pyridin-4-yl)-6,7-dihydro-4H-pyrazolo[5,1-c][1,4]oxazine FC=1C=CC(=NC1)C1=NN2C(COC(C2)(C)C)=C1C1=C2C(=NC=C1)NN=C2C